COC(=O)C=1C=C(C=CC1NC(CC1=CC=CC=C1)=O)C1=C(C=C(C=C1)C)Cl 2'-chloro-4'-methyl-4-(2-phenylacetylamino)-[1,1'-biphenyl]-3-carboxylic acid methyl ester